2-[(ETHYLCARBAMOYL)AMINO]ACETIC ACID C(C)NC(=O)NCC(=O)O